(2R)-1-(benzyloxy)-3-[4-(3,6-dihydro-2H-pyran-4-yl) phenyl]-1-oxopropan-2-yl-(2S)-2-[[(tert-butoxy) carbonyl] (methyl) amino]-4-methylpentanoate C(C1=CC=CC=C1)OC([C@@H](CC1=CC=C(C=C1)C=1CCOCC1)OC([C@H](CC(C)C)N(C)C(=O)OC(C)(C)C)=O)=O